N-(2-(1H-indol-3-yl)ethyl)-2,6-dichloro-5-(2-(isopropylamino)ethoxy)pyrimidin-4-amine N1C=C(C2=CC=CC=C12)CCNC1=NC(=NC(=C1OCCNC(C)C)Cl)Cl